C(C)(=O)N1CCC(CC1)NCC1=C(C(=NC=C1)NC=1C(=C(C=CC1)C1=NC=CC(=C1F)C1=NC(=C(C=C1)CNC[C@H]1CCC(N1)=O)OC)Cl)F (R)-5-((((2'-(3-((4-(((1-acetylpiperidin-4-yl)amino)methyl)-3-fluoropyridin-2-yl)amino)-2-chlorophenyl)-3'-fluoro-6-methoxy-[2,4'-bipyridin]-5-yl)methyl)amino)methyl)pyrrolidin-2-one